(5-(p-tolyl)oxazol-2-yl)methanone C1(=CC=C(C=C1)C1=CN=C(O1)C=O)C